3,3'-bis(2,3,5,6-tetrafluoro-4-vinylphenoxy)-4,4'-biphenyldiamine FC1=C(OC=2C=C(C=CC2N)C2=CC(=C(C=C2)N)OC2=C(C(=C(C(=C2F)F)C=C)F)F)C(=C(C(=C1F)C=C)F)F